NC1=CC=C(C=N1)N1C[C@H](CCC1)N(CC1=CC(=NC=C1)OC)CC1=CN2C3=C(C(=C(C=C3C1=O)F)F)CCC2 (S)-2-(((1-(6-aminopyridin-3-yl)piperidin-3-yl)((2-methoxypyridin-4-yl)methyl)amino)methyl)-8,9-difluoro-6,7-dihydro-1H,5H-pyrido[3,2,1-ij]quinolin-1-one